COC(=O)C=1N=C(N2C1CC(CC2)C)C methyl-7-methyl-5,6,7,8-tetrahydroimidazo[1,5-a]pyridine-1-carboxylic acid methyl ester